tert-butyl 4-[5-(ethylamino)isoxazol-3-yl]piperidine-1-carboxylate C(C)NC1=CC(=NO1)C1CCN(CC1)C(=O)OC(C)(C)C